Bicyclo[6.4.1]tridecane C12CCCCCCC(CCCC1)C2